C(C)C1=NNC(=C1)C(=O)O ethylpyrazole-5-carboxylic acid